O=S1(N(CCC1)C=1C=CC(=C(C(=O)O)C1)OC)=O 5-(1,1-dioxoisothiazolidin-2-yl)-2-methoxybenzoic acid